BrC=1C(=C(C=CC1)C(C)=O)O 1-(3-bromo-2-hydroxyphenyl)ethanone